C(C)(=O)OCCCC(=O)Cl 4-chloro-4-oxo-butyl acetate